α,α-dimethylbenzyl-ethyl-benzene CC(C)(C)C1=C(C=CC=C1)CC1=CC=CC=C1